5-chloro-7-methylquinolin-1-ium-1-olate ClC1=C2C=CC=[N+](C2=CC(=C1)C)[O-]